CN1N=C(C=C1N)C1(CC1)C(F)(F)F 2-methyl-5-[1-(trifluoromethyl)cyclopropyl]pyrazol-3-amine